2-(2-Aminopyridin-4-yl)-N-(6-(4-hydroxypiperidin-1-yl)-2,2-dimethyl-2,3-dihydrobenzofuran-5-yl)oxazole-4-carboxylic acid amide NC1=NC=CC(=C1)C=1OC=C(N1)C(=O)NC=1C(=CC2=C(CC(O2)(C)C)C1)N1CCC(CC1)O